B1BBNBB1 4-azacyclohexaborane